N-(3-chloro-4-(pyridin-2-ylmethoxy)phenyl)-7-((3-methylpyrrolidin-3-yl)ethynyl)-6-nitroquinazolin-4-amine ClC=1C=C(C=CC1OCC1=NC=CC=C1)NC1=NC=NC2=CC(=C(C=C12)[N+](=O)[O-])C#CC1(CNCC1)C